ClC1=C2N(C(C=N1)=O)C(CC2)C(=O)[O-] 1-chloro-4-oxo-4,6,7,8-tetrahydropyrrolo[1,2-a]pyrazine-6-carboxylate